The molecule is a cineole in which the 1,8-cineole skeleton is substituted at C-2 with a hydroxy group oriented exo (S configuration). C[C@@]12CC[C@@H](C[C@@H]1O)C(O2)(C)C